3-[4-(4,6-di-2-naphthalenyl-1,3,5-triazin-2-yl)phenyl]-quinoline C1=C(C=CC2=CC=CC=C12)C1=NC(=NC(=N1)C1=CC2=CC=CC=C2C=C1)C1=CC=C(C=C1)C=1C=NC2=CC=CC=C2C1